ClC=1C=C2C(=NC=3N(C2=CC1Cl)C=NN3)N(C3=CC(=CC=C3)C=3C=NC(=CC3)C(F)(F)F)C 7,8-dichloro-N-methyl-N-(3-(6-(trifluoromethyl)pyridin-3-yl)phenyl)-[1,2,4]triazolo[4,3-a]quinazolin-5-amine